(4-(1-Methylazetidin-3-yl)piperazin-1-yl)-N-(2-phenoxyethyl)-1H-benzo[d]imidazole-1-carboxamide CN1CC(C1)N1CCN(CC1)C1=NC2=C(N1C(=O)NCCOC1=CC=CC=C1)C=CC=C2